OCC(C(=O)O)(CO)CO 2,2,2-tri(hydroxymethyl)acetic acid